C(#CC)C1=CNC2=C(C=CC=C12)C1=CC=C2NC=C3N(C2=C1)CN=N3 8-(3-prop-1-ynyl-1H-indol-7-yl)-5H-[1,2,4]triazolo[4,3-a]quinoxaline